2-(4-(6-isopropoxy-1-oxo-5-(pyrazolo[1,5-a]pyrimidine-3-carboxamido)isoindolin-2-yl)piperidin-1-yl)acetic acid trifluoroacetate FC(C(=O)O)(F)F.C(C)(C)OC1=C(C=C2CN(C(C2=C1)=O)C1CCN(CC1)CC(=O)O)NC(=O)C=1C=NN2C1N=CC=C2